FC=1C(=NC(=NC1)C1CCN(CC1)C(=O)C1=C(OC=2N=CN=C(C21)NC2(CC2)C)C)NC(C)C 5-fluoro-2-(1-{6-methyl-4-[(1-methylcyclopropyl)amino]furo[2,3-d]pyrimidin-5-carbonyl}piperidin-4-yl)-N-(prop-2-yl)pyrimidin-4-amine